BrC1=C(C=C(C(=C1)F)F)OCC1CC1 1-bromo-2-(cyclopropylmethoxy)-4,5-difluorobenzene